2,4-bis(4-aminoanilino)-6-diethylamino-1,3,5-triazine NC1=CC=C(NC2=NC(=NC(=N2)NC2=CC=C(C=C2)N)N(CC)CC)C=C1